methyl 3-amino-5-fluoro-2-methylbenzoate Methyl-5-fluoro-2-methyl-3-nitrobenzoate COC(C1=C(C(=CC(=C1)F)[N+](=O)[O-])C)=O.NC=1C(=C(C(=O)OC)C=C(C1)F)C